1-((3aR,5s,6aS)-5-((5-(1-(2,2-difluoroethyl)-2-methyl-1H-imidazo[4,5-b]pyridin-6-yl)pyrrolo[2,1-f][1,2,4]triazin-2-yl)amino)hexahydrocyclopenta[c]pyrrol-2(1H)-yl)ethan-1-one FC(CN1C(=NC2=NC=C(C=C21)C=2C=CN1N=C(N=CC12)NC1C[C@@H]2[C@@H](CN(C2)C(C)=O)C1)C)F